FC(C(=O)O)(F)F.NC1CCN(CC1)CC(COC1=CC(=C(C=C1)Cl)F)O 1-(4-aminopiperidin-1-yl)-3-(4-chloro-3-fluorophenoxy)propan-2-ol 2,2,2-trifluoroacetate